ClC=1C=C(C=C(C1)I)NC(OC(C)(C)C)=O tert-butyl (3-chloro-5-iodophenyl)carbamate